C(CCC)OC1=CC=C(C=N1)NC=1C=NC(=NC1)OCCC1=CC=CC=C1 N-(6-butoxy-3-pyridinyl)-2-(2-phenylethoxy)-5-Pyrimidinamine